ClC1=C(N=C(N1)C=1C=NC(=CC1)F)C1=C(C=C(OCC=2C=CC(=NC2)C(F)(F)F)C=C1)OC 5-[[4-(5-chloro-2-(6-fluoropyridin-3-yl)-1H-imidazol-4-yl)-3-methoxyphenoxy]methyl]-2-(trifluoromethyl)pyridine